N-[(2S,3R)-1-(2,2-dimethylpropanoyl)-4,4-difluoro-2-{[2-fluoro-3-(6-methylpyridin-2-yl)phenyl]methyl}pyrrolidin-3-yl]ethanesulfonamide CC(C(=O)N1[C@H]([C@H](C(C1)(F)F)NS(=O)(=O)CC)CC1=C(C(=CC=C1)C1=NC(=CC=C1)C)F)(C)C